N1NNCCC1 1,2,3-triazinane